potassium (2,6-diisopropylphenyl)trifluoroborate C(C)(C)C1=C(C(=CC=C1)C(C)C)[B-](F)(F)F.[K+]